CC1=NC(=CC(=N1)NC1=CC2=C(C=N1)C(NN2C2=CC(=C(C#N)C=C2)F)=O)C 4-(6-((2,6-dimethylpyrimidin-4-yl)amino)-3-oxo-2,3-dihydro-1H-pyrazolo[4,3-c]pyridin-1-yl)-2-fluorobenzonitrile